N-[(1S)-1-(dicyclopropylmethyl)-2-[[1-[1-(5-fluoro-2-oxo-1H-pyridin-3-yl)-2-methoxy-ethyl]pyrazol-4-yl]amino]-2-oxo-ethyl]-2-isopropyl-pyrazole-3-carboxamide C1(CC1)C([C@@H](C(=O)NC=1C=NN(C1)C(COC)C=1C(NC=C(C1)F)=O)NC(=O)C=1N(N=CC1)C(C)C)C1CC1